7-(cyclopentylamino)-2-(((tetrahydro-2H-pyran-4-yl)thio)methyl)pyrido[3,2-d]pyrimidin-4(3H)-one C1(CCCC1)NC1=CC=2N=C(NC(C2N=C1)=O)CSC1CCOCC1